4-[cyclopropyl-[4-(5,6,7,8-tetrahydro-1,8-naphthyridin-2-yl)butyl]amino]-2-(tetrahydropyran-4-yloxycarbonylamino)butanoic acid C1(CC1)N(CCC(C(=O)O)NC(=O)OC1CCOCC1)CCCCC1=NC=2NCCCC2C=C1